2-propoxytitanium (IV) CC(C)O[Ti+3]